CCCCCCCCC(CCCCCCCC)OC(CCCCCCC)=O octanoic acid (heptadecan-9-yl) ester